N(CCCCCO)CCCCCO 5,5'-azanediylbis(pentan-1-ol)